2-(1H-imidazol-1-yl)-N-(pyridin-3-yl)-6-(trifluoromethyl)pyrimidine-4-carboxamide N1(C=NC=C1)C1=NC(=CC(=N1)C(=O)NC=1C=NC=CC1)C(F)(F)F